C(C)OC1=CC(=C(C=C1)C1=CN=CC(=N1)C(=O)N/N=C/C1=CC(=C(C(=C1)OC)F)OC)OC (E)-6-(4-ethoxy-2-methoxyphenyl)-N'-(4-fluoro-3,5-dimethoxybenzylidene)pyrazine-2-carbohydrazide